N-[(2-Methoxy-3-pyridyl)sulfonyl]-2,6-bis(p-tolyl)pyridin-3-carboxamid COC1=NC=CC=C1S(=O)(=O)NC(=O)C=1C(=NC(=CC1)C1=CC=C(C=C1)C)C1=CC=C(C=C1)C